C1(CC1)C1=NC2=CC=CC=C2C(=C1C=CC1CCOC(O1)(C)C)C1=CC=C(C=C1)F 6-[[(1E)-2-cyclopropyl-4-(4-fluorophenyl)-3-quinolyl]-vinyl]-2,2-dimethyl-1,3-dioxane